[K].C1CCC2=C(C=3CCCC3C=C12)NC(=O)NS(=O)(=O)C1=CNC(C=C1)=O N-((1,2,3,5,6,7-hexahydro-s-indacen-4-yl)carbamoyl)-6-oxo-1,6-dihydropyridine-3-sulfonamide, Potassium Salt